C(#N)C=1C(=NC=C(C1)S(N(C1=NC=NS1)CC1=C(C=C(C=C1)OC)OC)(=O)=O)NC[C@H](CC(CCNC(OC(C)(C)C)=O)(C)C)[C@@H](C)NC(OC(C)(C)C)=O di-tert-butyl ((5S,6R)-5-(((3-cyano-5-(N-(2,4-dimethoxybenzyl)-N-(1,2,4-thiadiazol-5-yl)sulfamoyl)pyridin-2-yl)amino)methyl)-3,3-dimethylheptane-1,6-diyl)dicarbamate